15,20,24-trioxo-3,6,9,12-tetraoxa-16,19,25-triazahentriacontan-31-oic acid O=C(CCOCCOCCOCCOCC)NCCNC(CCCC(NCCCCCC(=O)O)=O)=O